(S)-3-((S)-1,1-dimethylethylsulfinylamino)-3-(quinolin-3-yl)propionic acid ethyl ester C(C)OC(C[C@@H](C=1C=NC2=CC=CC=C2C1)N[S@@](=O)C(C)(C)C)=O